FC1=C(C=CC=C1)S 2-fluorothiophenol